The molecule is an L-proline derivative that is the amide obtained by formal condensation of the carboxy group of trans-4-hydroxy-L-proline with the amino group of 2-naphthylamine. It has a role as a chromogenic compound. It is a N-(2-naphthyl)carboxamide, an amino acid amide and a L-proline derivative. It derives from a trans-4-hydroxy-L-proline. C1[C@H](CN[C@@H]1C(=O)NC2=CC3=CC=CC=C3C=C2)O